(S)-2-(benzylsulfinyl)acetamide C(C1=CC=CC=C1)[S@](=O)CC(=O)N